NC1=NNC(=N1)SCCCCCC[Si](OC)(OC)OC 3-amino-5-[6-(trimethoxysilyl)hexylthio]-1,2,4-triazole